C1(CCCCC1)CS(=O)(=O)NC1=NOC2=C1C(=CC(=C2)CN2N=C(C=C2)CNC(C#C)=O)OC N-((1-((3-((cyclohexylmethyl)sulfonamido)-4-methoxybenzo[d]isoxazol-6-yl)methyl)-1H-pyrazol-3-yl)methyl)propiolamide